CN1N=NC2=C1C=CC(=C2C)C(C(C(=O)O)(C)C)C2=CC(=C(C=C2)C)CN2C[C@H](OC=1C=C3C=NN(C3=CC1C2)C)CC 3-(1,4-dimethyl-1H-benzo[d][1,2,3]triazol-5-yl)-3-(3-(((R)-6-ethyl-1-methyl-1,6,7,9-tetrahydro-8H-[1,4]oxazepino[7,6-f]indazol-8-yl)methyl)-4-methylphenyl)-2,2-dimethylpropanoic acid